N-[(1S)-6-fluoro-2,3-dihydro-1H-inden-1-yl]-N'-hydroxy-4-[2-(sulfamoylamino)ethoxy]-1,2,5-oxadiazole-3-carboximidamide FC1=CC=C2CC[C@@H](C2=C1)NC(=NO)C1=NON=C1OCCNS(N)(=O)=O